CN(C)CC=1N=C(SC1C1COCC1)C1=CN=C(C2=CC(=CC=C12)C1=CN=C2N1C=CC(=C2)F)N(C(=O)OC(C)(C)C)C(=O)OC(C)(C)C 4-(4-((dimethylamino)methyl)-5-(tetrahydrofuran-3-yl)thiazol-2-yl)-7-(7-fluoroimidazo[1,2-a]pyridine-3-yl)-1-(bis(tert-butyloxycarbonyl)amino)isoquinoline